3-(4-((1R,5S)-3,8-diazabicyclo[3.2.1]octan-3-yl)-8-fluoro-2-(((2R,7aS)-2-fluorotetrahydro-1H-pyrrolizin-7a(5H)-yl)methoxy)quinazolin-7-yl)-5-chloro-4-cyclopropylphenol [C@H]12CN(C[C@H](CC1)N2)C2=NC(=NC1=C(C(=CC=C21)C=2C=C(C=C(C2C2CC2)Cl)O)F)OC[C@]21CCCN1C[C@@H](C2)F